5-amino-N1-methyl-1H-imidazole-1,4-dicarboxamide NC1=C(N=CN1C(=O)NC)C(=O)N